(1-methylethyl)oxyl-3-{[4-(4-morpholinyl)-1-piperidinyl]methyl}-N-(1-phenylcyclopropyl)-2-[3-(trifluoromethyl)phenyl]-4-quinolinecarboxamide CC(C)OC1=C2C(=C(C(=NC2=CC=C1)C1=CC(=CC=C1)C(F)(F)F)CN1CCC(CC1)N1CCOCC1)C(=O)NC1(CC1)C1=CC=CC=C1